C(C1=CC=CC=C1)N1[C@@H](C[C@@H](C1)O)C(=O)OCC ethyl (2S,4S)-1-benzyl-4-hydroxytetrahydropyrrole-2-carboxylate